C(CCCCCCCCCCCCCCC)NCC=1C(O)=C(C(=C(C1)C)C)C hexadecyl-trimethyl-salicylamine